C(CCC)[N+](S(=O)(=O)O)(CCCC)CCCC tributylsulfoammonium